C1=CC(=CC=C1NC(=O)NC2=CC(=C(C=C2)Cl)Cl)Cl 3,4'-trichlorodiphenylurea